2-[4-(3-cyclopropylphenyl)-6-oxo-3-propan-2-ylpyridazin-1-yl]-N-(cis-3-hydroxy-3-methylcyclobutyl)acetamide C1(CC1)C=1C=C(C=CC1)C=1C(=NN(C(C1)=O)CC(=O)NC1CC(C1)(C)O)C(C)C